N-(4-((3-chloro-4-fluorophenyl)amino)-7-(3-(4-(4-(4-((2-(2,6-dioxopiperidin-3-yl)-1-oxoisoindolin-4-yl)thio)butanoyl)piperazin-1-yl)piperidin-1-yl)propoxy)quinazolin-6-yl)acrylamide ClC=1C=C(C=CC1F)NC1=NC=NC2=CC(=C(C=C12)NC(C=C)=O)OCCCN1CCC(CC1)N1CCN(CC1)C(CCCSC1=C2CN(C(C2=CC=C1)=O)C1C(NC(CC1)=O)=O)=O